2-Methyl-2-propanyl (3S)-3-[(5-amino-2-chloro-4-pyrimidinyl)amino]-1-pyrrolidinecarboxylate 2-methyl-2-propanyl-(3S)-3-amino-1-Pyrrolidinecarboxylate CC1(N(CC[C@@H]1N)C(=O)O)CCC.NC=1C(=NC(=NC1)Cl)N[C@@H]1CN(CC1)C(=O)OC(C)(C)C